4-(3,5-dichlorophenyl)-1-(5-(isopropylsulfanyl)-4-(pyridin-4-yl)thiazol-2-yl)-3-methyl-1H-pyrazole-5-carboxylic acid ClC=1C=C(C=C(C1)Cl)C=1C(=NN(C1C(=O)O)C=1SC(=C(N1)C1=CC=NC=C1)SC(C)C)C